ClC=1C=C(C=CC1C)C=1CC2=CC=CC=C2C1 2-(3-chloro-4-methylphenyl)-1H-indene